6-(2-(dimethylamino)pyrimidin-5-yl)-N-((R)-1-phenylethyl)-2,3,4,9-tetrahydro-1H-carbazole-1-amine CN(C1=NC=C(C=N1)C=1C=C2C=3CCCC(C3NC2=CC1)N[C@H](C)C1=CC=CC=C1)C